CN1C(CCCC1)C=1N=NNC1 N-methyltriazolylpiperidine